N-methyl-5-(1-(2,2',6-trifluoro-[1,1'-biphenyl]-4-yl)-1H-1,2,3-triazol-4-yl)pyrimidin-2-amine CNC1=NC=C(C=N1)C=1N=NN(C1)C1=CC(=C(C(=C1)F)C1=C(C=CC=C1)F)F